OC(C(=O)O)CC=C 2-HYDROXY-PENT-4-ENOIC ACID